3-(4-bromo-3-fluorophenyl)-N-(4-fluorophenyl)oxetane-3-carboxamide BrC1=C(C=C(C=C1)C1(COC1)C(=O)NC1=CC=C(C=C1)F)F